2-hydroxypyrido[1,2-a]pyrimidin-4-one OC=1N=C2N(C(C1)=O)C=CC=C2